COC1=CC2=C(C3=C(COC3=O)C=C2C=C1OC)C=1C=NC(=NC1)N1[C@@H](CCC1)C(=O)N(C)CCOC (S)-1-(5-(6,7-dimethoxy-3-oxo-1,3-dihydronaphtho[2,3-c]furan-4-yl)pyrimidin-2-yl)-N-(2-methoxyethyl)-N-methylpyrrolidin-2-carboxamide